FC=1C=C(CNC(=O)C=2SC(=CC2)C2=C(C(=NC3=C2C(N2CCC[C@@H]32)=O)CCC3=CC=C(C=C3)F)C3=C(N=CO3)C)C=CC1F (S)-N-(3,4-difluorobenzyl)-5-(2-(4-fluorophenethyl)-3-(4-methyloxazol-5-yl)-5-oxo-7,8,9,9a-tetrahydro-5H-pyrido[2,3-a]pyrrolizin-4-yl)thiophene-2-carboxamide